Sodium (2S)-2-((S)-2-((((4,4-dimethylcyclohexyl)oxy)carbonyl)amino)-4-methylpentan amido)-1-hydroxy-3-((S)-2-oxopyrrolidin-3-yl)propane-1-sulfonate CC1(CCC(CC1)OC(=O)N[C@H](C(=O)N[C@H](C(S(=O)(=O)[O-])O)C[C@H]1C(NCC1)=O)CC(C)C)C.[Na+]